C(CC=C)OC=1C=2N(C=C(C1)C1=C(C=CC(=N1)[C@@H](C)NCC)OC)C=CN2 (R)-1-(6-(8-(but-3-en-1-yloxy)imidazo[1,2-a]pyridin-6-yl)-5-methoxypyridin-2-yl)-N-ethylethan-1-amine